(1r,2s,3r)-1-((tert-butoxycarbonyl)amino)-2-fluoro-3-methyl-8-azaspiro[4.5]decane-8-carboxylic acid benzyl ester C(C1=CC=CC=C1)OC(=O)N1CCC2(C[C@H]([C@@H]([C@@H]2NC(=O)OC(C)(C)C)F)C)CC1